S-(5-oxo-5-((4-phenylthiazol-2-yl)amino)pentyl) 2-methylpropanethioate CC(C(SCCCCC(NC=1SC=C(N1)C1=CC=CC=C1)=O)=O)C